C1=CC=CC=2C3=CC=CC=C3C(C12)COC(=O)N([C@@H](CC(=O)O)C(=O)N1C2COCC1CC2)C (3S)-3-[9H-fluoren-9-ylmethoxycarbonyl-(methyl)amino]-4-(3-oxa-8-azabicyclo[3.2.1]oct-8-yl)-4-oxobutanoic acid